(S)-N-((R)-1-(3-(Difluoromethoxy)phenyl)-2-(trifluoromethoxy)ethyl)-3-hydroxy-4,4-dimethylpentanamid FC(OC=1C=C(C=CC1)[C@H](COC(F)(F)F)NC(C[C@@H](C(C)(C)C)O)=O)F